OC[C@@H]1CNCCC1 (3S)-3-(hydroxymethyl)-piperidine